ClC=1C(=NN(C1)C(F)F)OCC1=C(C=C(C=C1)NC(CC1=C(C=C(C=C1)F)Cl)=O)S(N)(=O)=O N-(4-(((4-Chloro-1-(difluoromethyl)-1H-pyrazol-3-yl)oxy)methyl)-3-sulfamoylphenyl)-2-(2-Chloro-4-fluorophenyl)acetamide